N-(3,5-Dihydroxybenzoyl)3-carboxymethyl-2,5-dihydroxybenzamid di-tert-butyl-(2S,4S)-4-((2,2'-dimethyl-[1,1'-biphenyl]-4-carbonyl)oxy)pyrrolidine-1,2-dicarboxylate C(C)(C)(C)OC(=O)N1[C@@H](C[C@@H](C1)OC(=O)C1=CC(=C(C=C1)C1=C(C=CC=C1)C)C)C(=O)OC(C)(C)C.OC=1C=C(C(=O)NC(C2=C(C(=CC(=C2)O)CC(=O)O)O)=O)C=C(C1)O